4-amino-N-cyclopropyl-1,7-dimethyl-N-((5-(thiazol-4-ylethynyl)pyridin-2-yl)methyl)-1H-pyrazolo[4,3-c]quinoline-8-carboxamide NC1=NC=2C=C(C(=CC2C2=C1C=NN2C)C(=O)N(CC2=NC=C(C=C2)C#CC=2N=CSC2)C2CC2)C